pyrimidine-2-amine N1=C(N=CC=C1)N